butanoic acid tert-butyl ester C(C)(C)(C)OC(CCC)=O